CN(C1=CC(=C(C=C1)S(=O)(=O)Cl)F)C 4-(dimethylamino)-2-fluorobenzene-1-sulfonyl chloride